2'-amino-5-chloro-N-(5-chloro-6-(2H-1,2,3-triazol-2-yl)pyridin-3-yl)-4'-fluoro-2-vinyl-[1,1'-biphenyl]-4-carboxamide NC1=C(C=CC(=C1)F)C1=C(C=C(C(=C1)Cl)C(=O)NC=1C=NC(=C(C1)Cl)N1N=CC=N1)C=C